2,3,4,5-tetrafluoro-6-(N-(3-fluoro-4-methoxyphenyl)sulfamoyl)-N,N-dimethylbenzamide FC1=C(C(=O)N(C)C)C(=C(C(=C1F)F)F)S(NC1=CC(=C(C=C1)OC)F)(=O)=O